FC1=C(N=C2[C@@H]3C([C@H](CC2=C1C1=C2C=NNC2=CC=C1C)C3)(C)C)N3CC1(CN(C1)C(C=C)=O)CC3 (P)-1-(6-((1S,9S)-5-fluoro-10,10-dimethyl-6-(5-methyl-1H-indazol-4-yl)-3-azatricyclo[7.1.1.02,7]undeca-2,4,6-trien-4-yl)-2,6-diazaspiro[3.4]octan-2-yl)-2-propen-1-one